1-(3-(9H-carbazol-9-yl)-2-hydroxypropyl)-6-methylpiperidin-2-one C1=CC=CC=2C3=CC=CC=C3N(C12)CC(CN1C(CCCC1C)=O)O